IC=1N=CN(C1)CCCCO 4-(4-iodo-1H-imidazole-1-yl)butan-1-ol